C(C)(C)(C)C1=CC(=C(C=C1O)CC(=O)NC1=CC(=NC=C1)C(=O)NC1(CCCC1)C#C)F 4-[[2-(4-tert-Butyl-2-fluoro-5-hydroxy-phenyl)acetyl]amino]-N-(1-ethynylcyclopentyl)pyridine-2-carboxamide